OC1=C(C=C(CC=CC(CC(C=CCC2=CC(=C(C=C2)O)OC)=O)=O)C=C1)OC 1,7-bis(4-hydroxy-3-methoxybenzyl)-1,6-heptadiene-3,5-dione